C1(=CC=CC=C1)S(=O)(=O)N[C@@H]1CC[C@H](CC1)CCCCCOC1=C(C=CC=C1)CCC(=O)OC(C)C Isopropyl 3-(2-((5-(trans-4-(phenylsulfonamido)cyclohexyl)pentyl)oxy)phenyl)propanoate